Methyl (S)-3-benzyl-4-(morpholine-4-carbonyl)-2,3,4,5-tetrahydrobenzo[f][1,4]oxazepine-8-carboxylate C(C1=CC=CC=C1)[C@H]1COC2=C(CN1C(=O)N1CCOCC1)C=CC(=C2)C(=O)OC